C(C)(C)(C)N(C(O)=O)C1=CC(=NC=C1OCCOC(F)F)NC(C)=O.BrC1=NN(C(=C1C(=O)N)NCCO)[C@@H]1CN(CC1)C(C=C)=O 3-bromo-5-[(2-hydroxyethyl)amino]-1-[(3S)-1-(prop-2-enoyl)pyrrolidin-3-yl]pyrazole-4-carboxamide tert-butyl-(2-acetamido-5-(2-(difluoromethoxy)ethoxy)pyridin-4-yl)carbamate